9,9',9'',9'''-(5-cyano-6-(4,6-diphenylpyrimidin-2-yl)benzene-1,2,3,4-tetrayl)tetrakis(9H-carbazole-3-carbonitrile) C(#N)C=1C(=C(C(=C(C1C1=NC(=CC(=N1)C1=CC=CC=C1)C1=CC=CC=C1)N1C2=CC=CC=C2C=2C=C(C=CC12)C#N)N1C2=CC=CC=C2C=2C=C(C=CC12)C#N)N1C2=CC=CC=C2C=2C=C(C=CC12)C#N)N1C2=CC=CC=C2C=2C=C(C=CC12)C#N